C(C)(C)(C)O[C@H]1[C@@H](C[C@H]2N(CCC3=CC(=C(C=C23)OC)OC2CC2)C1)O (2R,3R,11bR)-3-(tert-Butoxy)-9-cyclopropoxy-10-methoxy-1,3,4,6,7,11b-hexahydro-2H-pyrido[2,1-a]isoquinolin-2-ol